C(CCCCCCCCCCCCCCC)C(C(=O)O)(N)CCCCCCCCCCCCCCCC di-hexadecyl-aminoacetic acid